(1-(3-(4-chloro-phenyl)-1H-pyrazolo[3,4-b]-pyrazin-6-yl)-4-methylpiperidin-4-yl)methanamine ClC1=CC=C(C=C1)C1=NNC2=NC(=CN=C21)N2CCC(CC2)(C)CN